3-Chloro-8-((1S,2S)-2-(difluoromethyl)cyclopropyl)-6-(2,4-dimethoxypyrimidin-5-yl)imidazo[1,2-b]pyridazine ClC1=CN=C2N1N=C(C=C2[C@@H]2[C@H](C2)C(F)F)C=2C(=NC(=NC2)OC)OC